2-(tert-butyl)-4-chloro-5-((2-nitropyridin-3-yl)oxy)pyridazin-3(2H)-one C(C)(C)(C)N1N=CC(=C(C1=O)Cl)OC=1C(=NC=CC1)[N+](=O)[O-]